1-[[3-[4-[(2-tert-butylimidazol-1-yl)methyl]-3-fluoro-phenyl]-5-isobutyl-2-thienyl]sulfonyl]-3-(2-thienylmethyl)urea C(C)(C)(C)C=1N(C=CN1)CC1=C(C=C(C=C1)C1=C(SC(=C1)CC(C)C)S(=O)(=O)NC(=O)NCC=1SC=CC1)F